C(C)(C)(C)C1CCN(CC1)C(=O)NC1=CC(=C(C=C1)C=1C=NC(=CC1)OC(C)C)C=1N=NNN1 4-(tert-butyl)-N-(4-(6-isopropoxypyrid-3-yl)-3-(2H-tetrazol-5-yl)phenyl)piperidine-1-carboxamide